C(C1=CC=CC=C1)OC(=O)N1C(CCCC1)N1N=CC(=C1)NC1=NC=C(C(=N1)C1=CC(=C(C=C1)OCC(C)(C)C#N)F)C (4-((4-(4-(2-cyano-2-methylpropyloxy)-3-fluorophenyl)-5-methylpyrimidin-2-yl)amino)-1H-pyrazol-1-yl)piperidine-1-carboxylic acid benzyl ester